rac-2-bromo-6-(4-(tert-butoxycarbonyl)piperazin-1-yl)-5-oxo-5,7,8,9-tetrahydropyrrolo[1,2-c][1,2,4]triazolo[1,5-a]pyrimidine-9-carboxylic acid BrC1=NN2C(N3C(=C(C2=O)N2CCN(CC2)C(=O)OC(C)(C)C)CC[C@@H]3C(=O)O)=N1 |r|